(1S,3aS,3bS,5aS,7S,9aS,9bS,11aR)-1-(5-hydroxy-5-methylhexyl)-9a,11a-dimethylhexadecahydro-1H-cyclopenta[1,2-i]phenanthren-7-yl (benzyloxy)acetate C(C1=CC=CC=C1)OCC(=O)O[C@@H]1C[C@@H]2CC[C@H]3[C@H]4[C@](CC[C@@H]3[C@]2(CC1)C)([C@H](CC4)CCCCC(C)(C)O)C